3-hydroxy-1-methylcyclobutanecarboxylic acid OC1CC(C1)(C(=O)O)C